N-(4,6-dichloro-1-cyclobutyl-7-methoxy-1H-benzo[d]imidazol-2-yl)-3-hydroxy-3-methylbutanamide ClC1=CC(=C(C=2N(C(=NC21)NC(CC(C)(C)O)=O)C2CCC2)OC)Cl